2-(2-ethyl-1H-benzimidazol-1-yl)-5-fluoro-N-[4-(trifluoromethyl)phenyl]pyrimidine C(C)C1=NC2=C(N1C1N(C=C(C=N1)F)C1=CC=C(C=C1)C(F)(F)F)C=CC=C2